C(N)(=O)C1=CC=C(C2=CN(N=C12)C)N1CCC(CC1)N(C(OC(C)(C)C)=O)CC tert-butyl N-[1-(7-carbamoyl-2-methylindazol-4-yl) piperidin-4-yl]-N-ethylcarbamate